Ethyl 2-phenyl-4-(((trifluoromethyl)sulfonyl)oxy)thiophene-3-carboxylate C1(=CC=CC=C1)C=1SC=C(C1C(=O)OCC)OS(=O)(=O)C(F)(F)F